FC(C1=CC=C(OC2=C3C=CC(=CC3=CC=C2)C(=O)OC)C=C1)(F)F methyl 5-[4-(trifluoromethyl)phenoxy]naphthalene-2-carboxylate